8-bromo-5-fluoro-3,6-dimethyl-2-tetrahydropyran-4-yl-quinazolin-4-one BrC=1C=C(C(=C2C(N(C(=NC12)C1CCOCC1)C)=O)F)C